2-((2-(2-aminoethoxy)ethyl)amino)ethan-1-ol NCCOCCNCCO